ClC1=NC=NC2=C1N=C(N=C2)N2CCN(CC2)C(=O)OC(C)(C)C tert-butyl 4-(8-chloropyrimido[5,4-d]pyrimidin-2-yl)piperazine-1-carboxylate